1-ethoxy-4-ethynylbenzene C(C)OC1=CC=C(C=C1)C#C